7-(2-amino-ethoxy)-2-(4-hydroxy-3,5-dimethyl-phenyl)-5-methoxy-3H-quinazolin-4-one NCCOC1=CC(=C2C(NC(=NC2=C1)C1=CC(=C(C(=C1)C)O)C)=O)OC